4-bromo-2-fluorophenyl azetidine-1-carboxylate N1(CCC1)C(=O)OC1=C(C=C(C=C1)Br)F